FC=1C=CC2=C(C=C(S2)B(O)O)C1 5-FLUOROBENZOTHIOPHENE-2-BORONIC ACID